C1(CC1)C1=C(C(=O)OC)C=C(C(=C1)CN1CCC2(CN(C(O2)=O)C2=CC=C(C=C2)C(NC[C@@H]([C@H]([C@@H]([C@@H](CO)O)O)O)O)=O)CC1)OCC methyl 2-cyclopropyl-5-ethoxy-4-((2-oxo-3-(4-(((2S,3R,4R,5R)-2,3,4,5,6-pentahydroxyhexyl)carbamoyl)phenyl)-1-oxa-3,8-diazaspiro[4.5]decan-8-yl)methyl)benzoate